NC1=C(C=C(C(=C1)F)C1=NC=C(C2=C1C(=NS2)N)C=2C=NNC2)C(C)=O 1-(2-amino-5-(3-amino-7-(1H-pyrazol-4-yl)isothiazolo[4,5-c]pyridin-4-yl)-4-fluorophenyl)ethan-1-one